4-(2-amino-1-((3,5-dicyano-4-ethyl-6-(4-methyl-1,4-diazepan-1-yl)pyridin-2-yl)sulfanyl)-2-oxoethyl)benzamide NC(C(SC1=NC(=C(C(=C1C#N)CC)C#N)N1CCN(CCC1)C)C1=CC=C(C(=O)N)C=C1)=O